[(1,5-diphenyl-1H-pyrazol-3-yl)oxy]acetat C1(=CC=CC=C1)N1N=C(C=C1C1=CC=CC=C1)OCC(=O)[O-]